N-(4-(cyclopentyloxy)-3-fluorophenyl)-6-(1H-tetrazol-5-yl)-1H-indole-3-carboxamide C1(CCCC1)OC1=C(C=C(C=C1)NC(=O)C1=CNC2=CC(=CC=C12)C1=NN=NN1)F